COC(C1=CC=C(C=C1)NC(C)C1=C2C(=NC=C1N)N(C(=C2)C2=CC=C(C=C2)CN2CCC(CC2)S(=O)(=O)C)S(=O)(=O)C2=CC=CC=C2)=O.C(=C)C=2C1CCC(C2)C1 2-Vinyl-Norbornene methyl-4-((1-(5-amino-2-(4-((4-(methylsulfonyl)piperidin-1-yl)methyl)phenyl)-1-(phenylsulfonyl)-1H-pyrrolo[2,3-b]pyridin-4-yl)ethyl)amino)benzoate